2,2-dimethyl-4-((octyloxy)methyl)-1,3-dioxolane CC1(OCC(O1)COCCCCCCCC)C